2-((3-bromophenyl)amino)-2-methylpropanenitrile BrC=1C=C(C=CC1)NC(C#N)(C)C